P(=O)(OC)(OCCSSCCCCCCCCCCCCCCCCCC)ON(C)C Methyl (2-(octadecyldithio) ethyl) (N,N-dimethylamino) phosphate